C(C(C)C)N1N=NC2=C1C=CC(=C2)C=2OC1=C(N2)C=CC(=C1)C 2-(1-isobutyl-1H-benzo[d][1,2,3]triazol-5-yl)-6-methyl-benzo[d]oxazole